(4-methyl-3-{[(oxan-2-yl)oxy]methyl}phenyl)methanol CC1=C(C=C(C=C1)CO)COC1OCCCC1